1-(2-((tert-butoxycarbonyl)amino)-6-(ethoxycarbonyl)phenyl)-1H-indole-2-carboxylic acid cyclopentyl ester C1(CCCC1)OC(=O)C=1N(C2=CC=CC=C2C1)C1=C(C=CC=C1C(=O)OCC)NC(=O)OC(C)(C)C